3,5-dimethyl-1,2,4-trimethoxybenzene CC=1C(=C(C=C(C1OC)C)OC)OC